COCC(C)(C(C)C)COC 2,2-Dimethoxymethyl-3-methylbutane